CC1=C(C(=CC=C1[N+](=O)[O-])N)N methyl-4-nitrobenzene-1,2-diamine